OC(C1=CC=C(C=C1)O)(C1=CSC=C1)C1=C(C=CC=C1)OC 4-(hydroxy(2-methoxyphenyl)(thiophen-3-yl)methyl)phenol